4-[2-hydroxy-5-(prop-2-enyl)phenyl]-2-(prop-2-enyl)phenyl-piperazine-1-carboxylic acid OC1=C(C=C(C=C1)CC=C)C1=CC(=C(C=C1)C1N(CCNC1)C(=O)O)CC=C